6-fluoro-4-(8-fluoro-2-(((2R,7aS)-2-fluorotetrahydro-1H-pyrrolizin-7a(5H)-yl)methoxy)-4-(2,2,2-trifluoroethoxy)pyrido[4,3-d]pyrimidin-7-yl)naphthalen-2-ol FC=1C=C2C(=CC(=CC2=CC1)O)C1=C(C=2N=C(N=C(C2C=N1)OCC(F)(F)F)OC[C@]12CCCN2C[C@@H](C1)F)F